CN(C1=NC=C(C=C1)[N+](=O)[O-])C N,N-dimethyl-5-nitropyridine-2-amine